ethyl-imidazolium tetrafluoroborate F[B-](F)(F)F.C(C)C=1NC=C[NH+]1